O=C1NC2=CC=C(C=C2NC1=O)S(=O)(=O)N[C@H](C(=O)[O-])C (2S)-2-[(2,3-dioxo-1,4-dihydroquinoxalin-6-yl)sulfonyl-amino]propanoate